N-(3-amino-4-(2-chloro-5-fluorophenoxy)-1H-indazol-5-yl)benzo[b]thiophene-3-carboxamide NC1=NNC2=CC=C(C(=C12)OC1=C(C=CC(=C1)F)Cl)NC(=O)C=1C2=C(SC1)C=CC=C2